azoformamide N(=NNC=O)NC=O